ethyl-methyl-isothiazolinone C(C)C1C(C(=NS1)C)=O